ClC=1C(=CC(=NC1)OC)OC1=NC=CC2=CC(=CC(=C12)O[C@H](C(F)(F)F)C)N1N=C(N(C1)CC)CO (S)-1-(1-((5-Chloro-2-methoxypyridin-4-yl)oxy)-8-((1,1,1-trifluoropropan-2-yl)oxy)isoquinolin-6-yl)-4-ethyl-3-(hydroxymethyl)-1H-1,2,4-triazol